NC1=NC=CC2=CC=C(C=C12)C=1C=C2C(CC3(CCN(CC3)C(=O)OC)C2=CC1)OC1=C(C(=CC=C1)C)CC(=O)OCC methyl 5-(1-aminoisoquinolin-7-yl)-3-(2-(2-ethoxy-2-oxoethyl)-3-methylphenoxy)-2,3-dihydrospiro[indene-1,4'-piperidine]-1'-carboxylate